C(CCCCCC)OCCCCCCCCCCCCCCCCCCCCCCCCCCCCCC n-triacontyl heptyl ether